IC1=CC(=C(C=C1C)N(C(C#CC)=O)C1=CC=C2C(=N1)C(=NN2C)O[C@@H]2CC[C@H](CC2)C(=O)O)N2[C@@H](CCC2)C (trans)-4-{[5-(N-{4-iodo-5-methyl-2-[(2R)-2-methylpyrrolidin-1-yl]phenyl}but-2-ynamido)-1-methylpyrazolo[4,3-b]pyridin-3-yl]oxy}cyclohexane-1-carboxylic acid